3-(3,3-dimethoxypropyl)-4-[[3-[3-(1,3-dioxoisoindolin-2-yl)propoxy]-4-pyridyl]methylamino]-5-[(3-fluoro-2-methoxy-phenyl)carbamothioyl]-6-oxo-2,3-dihydropyridine-1-carboxylate COC(CCC1CN(C(C(=C1NCC1=C(C=NC=C1)OCCCN1C(C2=CC=CC=C2C1=O)=O)C(NC1=C(C(=CC=C1)F)OC)=S)=O)C(=O)[O-])OC